C(=O)(O)CN[C@@H](CS)C(=O)O (carboxymethyl)-L-cysteine